ClC=1C=C2C(=CN1)N(N=C2C(C)=O)C2CC2 (5-chloro-1-cyclopropyl-1H-pyrazolo[3,4-c]pyridin-3-yl)ethan-1-one